FC1=C(C=C(C=C1)C1(CC1)N(CC(C)(C)O)CC1N(CC1)C(=O)OC(C)(C)C)C(F)(F)F tert-butyl 2-(((1-(4-fluoro-3-(trifluoromethyl)phenyl)cyclopropyl)(2-hydroxy-2-methylpropyl)amino) methyl)azetidine-1-carboxylate